(S)-4-(2-aminoethyl)-9-ethyl-5-fluoro-9-hydroxy-1,2,3,9,12,15-hexahydro-10H,13H-benzo[de]pyrano[3',4':6,7]indolizino[1,2-b]quinoline-10,13-dione NCCC1=C2C=3C(=C4C(=NC3C=C1F)C1=CC3=C(C(N1C4)=O)COC([C@]3(O)CC)=O)CCC2